(R)-4-(Boc-amino)-2-(Fmoc-amino)butyric acid C(=O)(OC(C)(C)C)NCC[C@H](C(=O)O)NC(=O)OCC1C2=CC=CC=C2C2=CC=CC=C12